COC1=CC=C(C=C1)C1=CC=2N(C(C=C(C2S1)C1=CC=C(C(=O)ON2C(CCC2=O)=O)C=C1)=O)C 2,5-dioxopyrrolidin-1-yl 4-(2-(4-methoxyphenyl)-4-methyl-5-oxo-4,5-dihydrothieno[3,2-b]pyridine-7-yl)benzoate